8-((5,6-Dihydro-4H-pyrrolo[1,2-b]pyrazol-3-yl)ethynyl)-1-oxo-2-phenyl-1,2-dihydroisoquinoline N=1N2C(=C(C1)C#CC=1C=CC=C3C=CN(C(C13)=O)C1=CC=CC=C1)CCC2